3-((4,4-bis(((Z)-oct-5-en-1-yl)oxy)butanoyl)oxy)-2-((((3-(diethylamino)propoxy)carbonyl)oxy)methyl)propyl nonyl adipate C(CCCCC(=O)OCCCCCCCCC)(=O)OCC(COC(CCC(OCCCC\C=C/CC)OCCCC\C=C/CC)=O)COC(=O)OCCCN(CC)CC